(1s,4s,5r)-5-vinylquinolin C(=C)C1=C2C=CC=NC2=CC=C1